ClC1=C(C=CC=C1)[C@H]1CC[C@H](N1C(C1=CC(=CC=C1)OCCC1=CC=CC=C1)=O)C(=O)O (2S,5R)-5-(2-chlorophenyl)-1-(3-phenethoxybenzoyl)pyrrolidine-2-carboxylic acid